3-(5-((4-(((adamantan-1-yl)amino)methyl)benzyl)thio)-1-oxoisoindolin-2-yl)piperidine-2,6-dione C12(CC3CC(CC(C1)C3)C2)NCC2=CC=C(CSC=3C=C1CN(C(C1=CC3)=O)C3C(NC(CC3)=O)=O)C=C2